OC(C(=O)C1=CC=C(C=C1)OC)C1=CC=C(C=C1)C 2-hydroxy-1-(4-methoxyphenyl)-2-(4-methylphenyl)ethanone